N-methylaminoethanol CNCCO